(R)-1-(4-bromophenyl)-2,2-difluoroethan-1-amine BrC1=CC=C(C=C1)[C@H](C(F)F)N